t-amyl alcohol C(C)(C)(CC)O